5-(tert-butyl) 1-ethyl L-valyl-D-glutamate N[C@@H](C(C)C)C(=O)N[C@H](CCC(=O)OC(C)(C)C)C(=O)OCC